1-Ethyl-6-fluoro-7-(piperazinyl)-2,3-dihydroquinolin-4(1H)-one C(C)N1CCC(C2=CC(=C(C=C12)N1CCNCC1)F)=O